3,6-dihydrazinyl-[1,2,4,5]tetrazine N(N)C=1N=NC(=NN1)NN